ClC=1N=C(C=2N(C1)N=CC2C#N)C=2C=NC(=C(C2)F)F 6-chloro-4-(5,6-difluoropyridin-3-yl)pyrazolo[1,5-a]pyrazine-3-carbonitrile